CCC(C(CCC)=O)=O 3,4-heptanedione